CN1C2=CC=CC=C2N(C=2C=CC=CC12)C1=C(C(=C(C=C1N1C=2C=CC=CC2N(C2=CC=CC=C12)C)N1C=2C=CC=CC2N(C2=CC=CC=C12)C)N1C=2C=CC=CC2N(C2=CC=CC=C12)C)C=1SC2=C(N1)C=CC=C2 2-(2,3,5,6-tetrakis(10-methylphenazin-5(10H)-yl)phenyl)benzo[d]thiazole